NC1=CC(=CN=N1)N1C=C(C(C2=CC(=C(C=C12)N1C(C(CC1)(C)C)COC1=NC(=CC=C1Cl)OC)Cl)=O)C(=O)O 1-(6-Amino-pyridazin-4-yl)-6-chloro-7-(2-(((3-chloro-6-methoxy-pyridin-2-yl)oxy)methyl)-3,3-dimethyl-pyrrolidin-1-yl)-4-oxo-1,4-dihydro-quinoline-3-carboxylic acid